(R)-3-(4-Chlorophenyl)pyrrolidine, hydrochloride Cl.ClC1=CC=C(C=C1)[C@@H]1CNCC1